(7S)-7-Methyl-2-[2-(2-oxo-1,2-dihydropyridin-1-yl)ethyl]-3-({[2-(2-oxoimidazolidin-1-yl)ethyl]carbamoyl}methyl)-3H,6H,7H,8H,9H-imidazo[4,5-f]chinolin C[C@@H]1NC2=CC=C3C(=C2CC1)N=C(N3CC(NCCN3C(NCC3)=O)=O)CCN3C(C=CC=C3)=O